(4,4-difluoropiperidin-1-yl)(1H-pyrrolo[2,3-b]pyridin-5-yl)methanethione FC1(CCN(CC1)C(=S)C=1C=C2C(=NC1)NC=C2)F